BrC1=C(C2=CC=CC=C2C(=C1)C1CC1)N 2-bromo-4-cyclopropylnaphthalen-1-amine